cyclopropyl 1-(2-(1-(6-methoxy-3,4-dihydro-2H-benzo[b][1,4]oxazin-7-yl)-6-(pyrazolo[1,5-a]pyrimidin-3-yl)-1H-pyrazolo[4,3-c]pyridine-3-carboxamido)ethyl)piperidine-4-carboxylate COC1=CC2=C(OCCN2)C=C1N1N=C(C=2C=NC(=CC21)C=2C=NN1C2N=CC=C1)C(=O)NCCN1CCC(CC1)C(=O)OC1CC1